4-Ethyl-N-(piperidin-4-yl)-N-(6-(trifluoromethyl)pyridin-3-yl)pyridin-3-amine hydrochloride Cl.C(C)C1=C(C=NC=C1)N(C=1C=NC(=CC1)C(F)(F)F)C1CCNCC1